O1CCC2=C1C=C(C=C2)[C@H](C)N2CCN(CC2)C2=NC=C(C=N2)[S@](=O)(C)=NCCOC (R)-(2-(4-((S)-1-(2,3-dihydrobenzofuran-6-yl)ethyl)piperazin-1-yl)pyrimidin-5-yl)((2-methoxyethyl)imino)(methyl)-λ6-sulfanone